N-((cis)-3-(5-chloro-2-cyanophenyl)cyclobutyl)-1-((R or S)-1-(5-methoxy-6-((1R,5S)-2-oxo-3-azabicyclo[3.1.0]hexan-3-yl)pyridin-3-yl)ethyl)-1H-pyrazole-4-carboxamide ClC=1C=CC(=C(C1)[C@H]1C[C@H](C1)NC(=O)C=1C=NN(C1)[C@H](C)C=1C=NC(=C(C1)OC)N1C([C@@H]2C[C@@H]2C1)=O)C#N |o1:19|